trans-(1r,4r)-4-((5-fluoro-4-(2-(2-oxopyrrolidin-1-yl)pyridin-4-yl)pyrimidin-2-yl)amino)cyclohexane-1-carboxylic acid FC=1C(=NC(=NC1)N[C@@H]1CC[C@H](CC1)C(=O)O)C1=CC(=NC=C1)N1C(CCC1)=O